6-chloro-7-bromo-8-fluoro-4-(3,8-diazabicyclo[3.2.1]oct-3-yl)-2-(((S)-1-methylpyrrolidin-2-yl)methoxy)quinazoline ClC=1C=C2C(=NC(=NC2=C(C1Br)F)OC[C@H]1N(CCC1)C)N1CC2CCC(C1)N2